C(CCC)C1=NC2(C(=N1)OCC1=C(C(=CC=C1)C1=C(C=CC=C1)COCC)S(=O)(=O)NC1=NOC(=C1C)C)CCCC2 (((2-butyl-1,3-diazaspiro[4.4]non-1,3-dien-4-yl)oxy)methyl)-N-(4,5-dimethylisoxazol-3-yl)-2'-(ethoxymethyl)-[1,1'-biphenyl]-2-sulfonamide